7-hydroxy-6-(2-methoxyethoxy)-4-methyl-3-(3-morpholino-3-oxopropyl)-2-oxo-2H-chromen-8-carboxaldehyde OC1=C(C=C2C(=C(C(OC2=C1C=O)=O)CCC(=O)N1CCOCC1)C)OCCOC